3-(BENZYLOXYCARBONYLAMINO)-5-NITROPHENYLBORONIC ACID C(C1=CC=CC=C1)OC(=O)NC=1C=C(C=C(C1)[N+](=O)[O-])B(O)O